N[C@H](C(=O)O)[C@@H](CCCB(O)O)CNC([C@H](C)N)=O (2S,3S)-2-amino-3-(((S)-2-aminopropanamido)methyl)-6-boronohexanoic acid